FC(C(=O)O)(C1=C2N=CC=NC2=CC=C1)F 2,2-difluoro-2-(quinoxalin-5-yl)acetic acid